CC1(CNC2=CN=C(C=C21)C2=NC(=NS2)NC2=NC=C(C=C2N(C(C)=O)C)C(F)(F)F)C N-(2-((5-(3,3-dimethyl-2,3-dihydro-1H-pyrrolo[2,3-c]pyridin-5-yl)-1,2,4-thiadiazol-3-yl)amino)-5-(trifluoromethyl)pyridin-3-yl)-N-methylacetamide